BrC(C=O)CC 2-BROMOBUTANAL